1,2,4,5-Cyclopentanetetracarboxylic acid C1(C(CC(C1C(=O)O)C(=O)O)C(=O)O)C(=O)O